N,N-diphenylhydroxylamine C1(=CC=CC=C1)N(O)C1=CC=CC=C1